N-(2,6-bis(1-methylethyl)phenyl)amide CC(C)C1=C(C(=CC=C1)C(C)C)[NH-]